C(C)OC(=O)N1CC(C(C1)=O)C(=O)OCC 4-oxo-pyrrolidine-1,3-dicarboxylic acid diethylester